2,2-diethyl-4-(ethylthio)butanamine C(C)C(CN)(CCSCC)CC